1-(2-methylfuran-3-yl)ethanethiol CC=1OC=CC1C(C)S